6-chloro-1-(2,2-difluorocyclopropyl)-1H-pyrazolo[3,4-b]pyridine ClC1=CC=C2C(=N1)N(N=C2)C2C(C2)(F)F